CS(=O)(=O)C1=CC(=C(C=C1)NCC#CC=1N(C=2C=CC=C(C2C1)NC1CCN(CC1)CCOC)CC(F)(F)F)OC 2-{3-[(4-methanesulfonyl-2-methoxyphenyl)amino]prop-1-yn-1-yl}-N-[1-(2-methoxyethyl)piperidin-4-yl]-1-(2,2,2-trifluoroethyl)-1H-indol-4-amine